8-chloro-naphtho[1',2':4,5]furo[3,2-d]pyrimidine ClC1=C2C(=NC=N1)C1=C(O2)C=CC=2C=CC=CC21